C(C1=CC=CC=C1)OC1=CC=C(C=C1)C1(COC1)SC(C1=CC=CC=C1)(C1=CC=CC=C1)C1=CC=CC=C1 3-[4-(benzyloxy)phenyl]-3-[(triphenylmethyl)sulfanyl]oxetane